COC(=O)C1=NC=C(C=C1)OC(F)F 5-(difluoromethoxy)pyridine-2-carboxylic acid methyl ester